C1(CC1)NC(=O)C1=CC(=NC(=C1)C=1N=NN(C1)C=1C(=C(C(=O)O)C=CC1)C(F)(F)F)C=1N=NN(C1)C=1C(=C(C(=O)O)C=CC1)C(F)(F)F 4'-((4-(cyclopropylcarbamoyl)pyridin-2,6-diyl)bis(1H-1,2,3-triazol-4,1-diyl))bis(2-(trifluoromethyl)benzoic acid)